CN(CCN(C1=C(C=C(C(=C1)OC)NC1=NC=NC(=C1)N1OCC[C@@H]1CC1=C(C(=CC=C1)F)C)NC(C=C)=O)C)C N-(2-((2-(dimethylamino)ethyl)(methyl)amino)-5-((6-((S)-3-(3-fluoro-2-methylbenzyl)isoxazolidine-2-yl)pyrimidine-4-yl)amino)-4-methoxyphenyl)acrylamide